[Ti+4].C1(=CC=CC=C1)P([O-])(=O)C1=CC=CC=C1.C1(=CC=CC=C1)P([O-])(=O)C1=CC=CC=C1.C1(=CC=CC=C1)P([O-])(=O)C1=CC=CC=C1.C1(=CC=CC=C1)P([O-])(=O)C1=CC=CC=C1 (diphenylphosphinate) titanium